tert-butyl 3-(aminomethyl)-3-methoxypyrrolidine-1-carboxylate NCC1(CN(CC1)C(=O)OC(C)(C)C)OC